N1C(=NC2=C1C=CC=C2)NC(CCCNC(C)=O)C2=CC(=CC=C2)C(F)(F)F (+)-N-{4-[(1H-1,3-benzodiazol-2-yl)amino]-4-[3-(trifluoromethyl)phenyl]butyl}acetamide